C(C)NC1CCCCC1 N-ethyl-cyclohexylamine